2-(4-chloro-2-fluorophenyl)-2-(3-(methyl(7H-pyrrolo[2,3-d]pyrimidin-4-yl)amino)pyrrolidin-1-yl)acetic acid ClC1=CC(=C(C=C1)C(C(=O)O)N1CC(CC1)N(C=1C2=C(N=CN1)NC=C2)C)F